8-methyl-3-[(3S)-tetrahydrofuran-3-yl]oxy-N-[(1R)-1-[3-(trifluoromethyl)phenyl]ethyl]pyrido[2,3-d]pyridazin-5-amine CC=1N=NC(=C2C1N=CC(=C2)O[C@@H]2COCC2)N[C@H](C)C2=CC(=CC=C2)C(F)(F)F